CO/C=C/C1=NC=2C(=NC(=CC2N2CCOCC2)NNC(=O)OCC2=CC=CC=C2)N1C (E)-benzyl 2-(2-(2-methoxyvinyl)-3-methyl-7-morpholino-3H-imidazo[4,5-b]pyridin-5-yl)hydrazinecarboxylate